N-(3-methoxybenzyl)-N-(4-(4-methylpiperazin-1-yl)benzyl)-4-(morpholinomethyl)aniline COC=1C=C(CN(C2=CC=C(C=C2)CN2CCOCC2)CC2=CC=C(C=C2)N2CCN(CC2)C)C=CC1